NCC(CN1N=CN(C1=O)C1=NC(=CC=C1)C#CC=1C=NN(C1)C)=C(F)F 2-[2-(aminomethyl)-3,3-difluoro-allyl]-4-[6-[2-(1-methylpyrazol-4-yl)ethynyl]-2-pyridinyl]-1,2,4-triazol-3-one